(2S)-2-(1-(4-bromophenyl)-4-(4-fluorophenyl)-1H-pyrrol-3-yl)-3-(2-(2-oxoindol-6-yl)ethyl)oxazolidin-4-one BrC1=CC=C(C=C1)N1C=C(C(=C1)C1=CC=C(C=C1)F)[C@@H]1OCC(N1CCC=1C=CC2=CC(N=C2C1)=O)=O